6-Amino-3-(4'-chloro-3-cyano-1',2'-dihydrospiro[cyclopentane-1,3'-pyrrolo[2,3-b]pyridin]-5'-yl)-2-fluoro-N,N-dimethylbenzamide NC1=CC=C(C(=C1C(=O)N(C)C)F)C=1C(=C2C(=NC1)NCC21CC(CC1)C#N)Cl